1-(4-(6'-amino-5'-(4-(tert-butyl)piperazin-1-yl)-3-hydroxy-[2,3'-bipyridin]-4-yl)-2-chlorophenyl)-3-methyl-1H-imidazol-2(3H)-one NC1=C(C=C(C=N1)C1=NC=CC(=C1O)C1=CC(=C(C=C1)N1C(N(C=C1)C)=O)Cl)N1CCN(CC1)C(C)(C)C